3-benzyl-1-(5-bromopyrazin-2-yl)-1-(trans-4-((4-(4-chloro-1H-pyrazol-3-yl)-5-cyanopyrimidin-2-yl)amino)cyclohexyl)urea C(C1=CC=CC=C1)NC(N([C@@H]1CC[C@H](CC1)NC1=NC=C(C(=N1)C1=NNC=C1Cl)C#N)C1=NC=C(N=C1)Br)=O